BrC=1C=C(C=CC1)SCCCN(C(OC(C)(C)C)=O)C Tert-Butyl 3-(3-bromophenylthio)propyl(methyl)carbamate